CC1=CC=CC(=N1)C1=NC=CC(=N1)NC1=NC(=NC=C1)NC1=NC=CC(=C1)C(=O)OCCN1CCNCC1 2-piperazin-1-ylethyl 2-[[4-[[2-(6-methyl-2-pyridyl)pyrimidin-4-yl]amino]pyrimidin-2-yl]amino]pyridine-4-carboxylate